COC1C=NC(=CC1=O)OC 3,6-dimethoxypyridin-4-one